C(CC)C(OC1=CC=CC=C1)(CCC)C=1C(=C(C=CC1)O)C(CCC)(CCC)OC1=CC=CC=C1 bis(dipropylphenoxymethyl)phenol